ClC=1C(=NC=C(C1)C(F)(F)F)OC[C@H](CC)NC1=NC(=NC(=C1Cl)CC)C (S)-N-(1-((3-chloro-5-trifluoromethylpyridin-2-yl)oxy)butan-2-yl)-5-chloro-2-methyl-6-ethylpyrimidin-4-amine